C(C)(C)(C)OC(=O)N1C[C@H]([C@@H](CC1)F)NC=1C2=C(N=CN1)C(=CC(=N2)Cl)C(N)=O (3R,4R)-3-({8-carbamoyl-6-chloropyrido[3,2-d]pyrimidin-4-yl}amino)-4-fluoropiperidine-1-carboxylic acid tert-butyl ester